methyl methylcyclohexandicarbamate CC1C(CCCC1)(NC(=O)OC)NC(=O)[O-]